5-[(E)-[(1,1-Dioxo-1,2-benzothiazol-3-yl)-methyl-hydrazono]methyl]-3-(2,2,2-trifluoroethyl)-1H-benzimidazol-2-on O=S1(N=C(C2=C1C=CC=C2)N(\N=C\C2=CC1=C(NC(N1CC(F)(F)F)=O)C=C2)C)=O